C(C)C1(NC(N(C(C1)=O)[C@H]1CCS(C2=CC=C(C=C12)C(=O)N[C@H]1[C@@H](CC2=CC=CC=C12)O)(=O)=O)=N)CC (4S)-4-(4,4-diethyl-2-imino-6-oxo-hexahydropyrimidin-1-yl)-N-[(1R,2R)-2-hydroxyindan-1-yl]-1,1-dioxo-3,4-dihydro-2H-thiochromene-6-carboxamide